C(CCCCC(C)C)(=O)O.C(CCCCCC(C)C)(=O)O isononanoic acid isooctanoate